2,2-bis(trifluoromethyl)-4,5-difluoro-1,3-dioxole FC(C1(OC(=C(O1)F)F)C(F)(F)F)(F)F